2-((1S,3R)-3-amino-3-(5-((4S,5R)-5-methyl-2-oxooxazolidin-4-yl)-1,3,4-oxadiazol-2-yl)cyclobutyl)acetonitrile trifluoroacetate FC(C(=O)O)(F)F.NC1(CC(C1)CC#N)C=1OC(=NN1)[C@H]1NC(O[C@@H]1C)=O